C(CCCCCCC\C=C/CCCCCCCC)(=O)C(C(CN1CCN(CC1)C)C(CCCCCCC\C=C/CCCCCCCC)=O)=O 1,2-dioleoyl-oxo-3-(N-methylpiperazino)propane